O=C1N(C2C=C(CN1C2)N2N=C(C=C2)C(NC2=NC=CC=C2)=O)OS(=O)(=O)[O-].[Na+].BrC2=CC=C(C=C2)NC(C2=CC=CC=C2)=O N-(p-bromophenyl)benzamide sodium [7-oxo-3-[3-(2-pyridylcarbamoyl)pyrazol-1-yl]-1,6-diazabicyclo[3.2.1]oct-3-en-6-yl]sulfate